4-((4-(1-(4-(azetidin-1-ylmethyl)-2-chlorophenyl)-1H-imidazol-4-yl)-5-(trifluoromethyl)pyrimidin-2-yl)amino)piperidine-1-carboxylic acid tert-butyl ester C(C)(C)(C)OC(=O)N1CCC(CC1)NC1=NC=C(C(=N1)C=1N=CN(C1)C1=C(C=C(C=C1)CN1CCC1)Cl)C(F)(F)F